C1(CCC1)CNCC=1C=CC=2N(C1)C=C(N2)CN2N=NC(=C2)C2=C1C=NN(C1=CC(=C2)S(=O)(=O)C)C2OCCCC2 1-cyclobutyl-N-((2-((4-(6-(methylsulfonyl)-1-(tetrahydro-2H-pyran-2-yl)-1H-indazol-4-yl)-1H-1,2,3-triazol-1-yl)methyl)imidazo[1,2-a]pyridin-6-yl)methyl)methylamine